Cl.N[C@H]1CN(CC1)C1=CC=C2C(OC(C2=C1)=O)CC1=C(C=C(C=C1)C(F)(F)F)C 6-((R)-3-aminopyrrolidin-1-yl)-3-(2-methyl-4-(trifluoromethyl)benzyl)isobenzofuran-1(3H)-one hydrochloride